2-(6-((5-(5-(difluoromethyl)-1,3,4-oxadiazol-2-yl)pyrimidin-2-yl)amino)-4-phenyl-2-(trifluoromethyl)-1H-benzo[d]imidazol-1-yl)ethan-1-ol FC(C1=NN=C(O1)C=1C=NC(=NC1)NC=1C=C(C2=C(N(C(=N2)C(F)(F)F)CCO)C1)C1=CC=CC=C1)F